3-(1-Oxo-5-((1-phenyl-2,5,8,11-tetraoxatridecan-13-yl)amino)isoindolin-2-yl)piperidine-2,6-dione O=C1N(CC2=CC(=CC=C12)NCCOCCOCCOCCOCC1=CC=CC=C1)C1C(NC(CC1)=O)=O